C1(=CC=CC=C1)N(C(=O)Cl)C1=CC(=CC=C1)C(F)(F)F phenyl-(3-(trifluoromethyl)phenyl)carbamoyl chloride